C(=CC)[C@H]1C([C@@H]1C(=O)OCC1=C(C(=CC(=C1F)F)F)Br)(C)C 2-bromo-3,5,6-trifluorobenzyl (1R)-trans-3-(1-propenyl)-2,2-dimethylcyclopropanecarboxylate